C(C)(C)(CC(C)(C)C)NC(C=C)=O N-t-octylacrylamide